N-(1-(2-(methyl-(2-(p-tolyloxy)ethyl)amino)-2-oxoethyl)-1H-pyrazol-3-yl)-3-(2-fluorophenoxy)propanamide CN(C(CN1N=C(C=C1)NC(CCOC1=C(C=CC=C1)F)=O)=O)CCOC1=CC=C(C=C1)C